CC1=CC=C(C(=O)NC=2C=NC(=NC2)N2CCN(CC2)C2=NC=CC=C2)C=C1 4-Methyl-N-(2-(4-(pyridin-2-yl)piperazin-1-yl)pyrimidin-5-yl)benzamid